4-mercaptocinnamic acid ethyl ester C(C)OC(C=CC1=CC=C(C=C1)S)=O